5-(7-bromo-8-chloro-4-(3-(dimethylamino)azetidin-1-yl)-2-ethyl-6-fluoro-1H-imidazo[4,5-c]quinolin-1-yl)-2-azabicyclo[2.1.1]hexane-2-carboxylate BrC=1C(=CC=2C3=C(C(=NC2C1F)N1CC(C1)N(C)C)N=C(N3C3C1CN(C3C1)C(=O)[O-])CC)Cl